BrC=1C=C(C=CC1)CC(=O)OCC ethyl 2-(3-bromophenyl)acetate